FC1=C(C=C(C(=C1F)F)F)C(F)(F)F 2,3,4,5-tetrafluorobenzotrifluoride